[Si](C)(C)(C(C)(C)C)O[C@@H]1CCC=2C1=NC=C(C2N2C[C@H](C[C@H](C2)C)NC(OC(C)(C)C)=O)C#N tert-Butyl ((3S,5R)-1-((R)-7-((tert-butyldimethylsilyl)oxy)-3-cyano-6,7-dihydro-5H-cyclopenta[b]pyridine-4-yl)-5-methylpiperidin-3-yl)carbamate